N1N=CC(=C1)C=1C=C2C=C(N=CC2=CC1)N 6-(1H-pyrazol-4-yl)isoquinolin-3-amine